7-((2S,5R)-2,5-diethyl-4-(1-(quinoxalin-2-yl)ethyl)piperazin-1-yl)-4-methyl-2-(tetrahydro-2H-pyran-2-yl)-2,4-dihydro-5H-pyrazolo[4,3-b]pyridin-5-one C(C)[C@@H]1N(C[C@H](N(C1)C(C)C1=NC2=CC=CC=C2N=C1)CC)C=1C=2C(N(C(C1)=O)C)=CN(N2)C2OCCCC2